tert-butyl (tert-butoxycarbonyl)(5-iodo-7-(pyridin-4-yl)-7H-pyrrolo[2,3-d]pyrimidin-4-yl)carbamate C(C)(C)(C)OC(=O)N(C(OC(C)(C)C)=O)C=1C2=C(N=CN1)N(C=C2I)C2=CC=NC=C2